1-benzyl-2-(2-phenyl-2-oxoethyl)-3-methylimidazole C(C1=CC=CC=C1)N1C(N(C=C1)C)CC(=O)C1=CC=CC=C1